NC1=CC(=C(OC=2C=C3CCN(CC3=CC2)CC2=CC=C(C=C2)C(F)(F)F)C(=C1)Cl)Cl 6-(4-amino-2,6-dichlorophenoxy)-2-(4-(trifluoromethyl)benzyl)-3,4-dihydroisoquinoline